Methyl 6-iodonicotinate IC1=NC=C(C(=O)OC)C=C1